(Z)-4-Tridecenal (E,E,Z)-4,6,11-Hexadecatrienyl-acetate C(CC\C=C\C=C\CCC\C=C/CCCC)CC(=O)O.C(CC\C=C/CCCCCCCC)=O